CSC1=CC=C(CNC(=O)[C@H]2CN(CCC2)C=2C=3C(N=CN2)=NN(C3)C3=CC=C(C=C3)C)C=C1 (R)-N-(4-(methylthio)benzyl)-1-(2-(p-tolyl)-2H-pyrazolo[3,4-d]pyrimidin-4-yl)piperidine-3-carboxamide